1-(3-Chlorophenyl)-5-methyl-N-(quinolin-2-yl)-1H-1,2,3-triazole-4-carboxamide ClC=1C=C(C=CC1)N1N=NC(=C1C)C(=O)NC1=NC2=CC=CC=C2C=C1